P(OCCC(OC(C)C)OC(C)C)(OC)=O 3,3-diisopropyloxypropyl methyl phosphonate